C(C)(C)(CCC)OOC1(CCCCC1)OOC(C)(C)CCC 1,1-bis(tertiary hexylperoxy)cyclohexane